BrC(C(=O)C)I 1-bromo-1-iodoacetone